5-(cyclopropylmethyl)-4-(6-cyclopropylpyridin-3-yl)-2-(2-methyl-2H-indazol-5-yl)-3-oxo-3,5-dihydro-2H-pyrrolo[3,2-c]pyridazine-7-carboxamide C1(CC1)CN1C=C(C2=NN(C(C(=C21)C=2C=NC(=CC2)C2CC2)=O)C2=CC1=CN(N=C1C=C2)C)C(=O)N